((2,2-difluoroethyl)amino)-6-(1,5,6,7,8,9-hexahydroimidazo[4',5':4,5]benzo[1,2-d]azepin-2-yl)thieno[3,2-b]pyridin-5(4H)-one FC(CNC1=CC=2NC(C(=CC2S1)C=1NC=2C(=CC3=C(CCNCC3)C2)N1)=O)F